N=1NC=C2C1N=CC=C2C=2C=C(C=NC2)C2=CC=C(C=C2)N2C(CCC2)=O 1-(4-(5-(2H-pyrazolo[3,4-b]pyridin-4-yl)pyridin-3-yl)phenyl)pyrrolidin-2-one